2-[4-(difluoromethyl)-2-methyl-3-(methylthio)phenyl]-4,4-dimethyl-4,5-dihydro-1,3-oxazole FC(C1=C(C(=C(C=C1)C=1OCC(N1)(C)C)C)SC)F